C12CN(CC2C1)C1=CC=C(C(=N1)CC)CC=NO N-[2-(6-{3-azabicyclo[3.1.0]hex-3-yl}-2-ethylpyridin-3-yl)ethylidene]hydroxylamine